5-(2-methoxyphenyl)-1-methyl-7-(trifluoromethyl)-1,5-dihydro-4H-imidazo[4,5-c][1,8]Naphthyridin-4-one COC1=C(C=CC=C1)N1C(C2=C(C=3C=CC(=NC13)C(F)(F)F)N(C=N2)C)=O